(11z)-14-hydroxy-11-icosenoic acid OC(C\C=C/CCCCCCCCCC(=O)O)CCCCCC